{3-[4-(6-Cyclopropylpyridin-3-yl)-6-oxo-1,6-dihydropyrimidin-2-yl]-4-(trifluoromethyl)benzyl}isobutyramide C1(CC1)C1=CC=C(C=N1)C=1N=C(NC(C1)=O)C=1C=C(CC(C(=O)N)(C)C)C=CC1C(F)(F)F